7-(3-(1-(ethylsulfonyl)-1H-pyrazol-4-yl)-1H-pyrrolo[2,3-b]pyridin-5-yl)-2-methyl-1,2,3,4-tetrahydroisoquinoline C(C)S(=O)(=O)N1N=CC(=C1)C1=CNC2=NC=C(C=C21)C2=CC=C1CCN(CC1=C2)C